C(C)(C)(C)C=1C(=NNC1)C tert-butyl-3-methylpyrazole